[Ti+4].[O-2].[Fe+2].[O-2].[O-2] iron oxide titanium